2'-(4,5-Dimethyl-1H-imidazol-2-yl)-5-[(3-phenylpiperidin-1-yl)carbonyl]-3,4'-bipyridine trifluoroacetate salt FC(C(=O)O)(F)F.CC=1N=C(NC1C)C1=NC=CC(=C1)C=1C=NC=C(C1)C(=O)N1CC(CCC1)C1=CC=CC=C1